2-amino-3-(4-methoxyphenyl)-propanoic acid NC(C(=O)O)CC1=CC=C(C=C1)OC